2,2,4,6,7-pentamethyl-2,3-dihydro-1-benzofuran tert-butyl-piperidin-4-ylcarbamate C(C)(C)(C)N(C(O)=O)C1CCNCC1.CC1(OC2=C(C1)C(=CC(=C2C)C)C)C